N-(2-((3-(2-(8-((2-(2,6-dioxopiperidin-3-yl)-1,3-dioxoisoindolin-4-yl)amino)octanamido)ethyl)pyrrolidin-1-yl)methyl)-1H-benzo[d]imidazol-5-yl)-1-methyl-1H-indazole-5-carboxamide O=C1NC(CCC1N1C(C2=CC=CC(=C2C1=O)NCCCCCCCC(=O)NCCC1CN(CC1)CC1=NC2=C(N1)C=CC(=C2)NC(=O)C=2C=C1C=NN(C1=CC2)C)=O)=O